ClC(C1=NC(=NO1)C1=CC=C(CN(C=2C(C(C2NC=2N=CN(C2)C)=O)=O)C)C=C1)(F)F 3-((4-(5-(chlorodifluoromethyl)-1,2,4-oxadiazol-3-yl)benzyl)(methyl)amino)-4-((1-methyl-1H-imidazol-4-yl)amino)cyclobut-3-ene-1,2-dione